3-(5-((4-(Cyclopropanecarbonyl)-3-hydroxy-2-methylphenoxy)methyl)pyrazin-2-yl)-2-methoxybenzoic acid C1(CC1)C(=O)C1=C(C(=C(OCC=2N=CC(=NC2)C=2C(=C(C(=O)O)C=CC2)OC)C=C1)C)O